C1(=CC=C(C=C1)C1=NC(=NC(=N1)C=1C=C(C=C(C1)C1=CC=CC=C1)C1=CC=CC=C1)Cl)C1=CC(=CC=C1)C1=CC=CC=C1 2-([1,1':3',1''-terphenyl]-4-yl)-4-([1,1':3',1''-terphenyl]-5'-yl)-6-chloro-1,3,5-triazine